C(C)OC(=O)C1=CC2=C(N(C(=N2)NC=2OC=3C(=NC=CC3)N2)C)C=C1 1-methyl-2-(oxazolo[4,5-b]pyridin-2-ylamino)-1H-benzo[d]imidazole-5-carboxylic acid ethyl ester